Cl[Zn]CC1=CC(=CC(=C1)F)F chloro(3,5-difluorobenzyl)zinc